3-[bis(t-butoxycarbonyl)amino]-6-bromo-5-methanesulfonyl-pyridine-2-carboxylic acid methyl ester COC(=O)C1=NC(=C(C=C1N(C(=O)OC(C)(C)C)C(=O)OC(C)(C)C)S(=O)(=O)C)Br